1-methyl-2-(5-methylhex-4-en-2-yl)cyclopropane-1-carbaldehyde CC1(C(C1)C(C)CC=C(C)C)C=O